C(CCCCCCC(=O)N)(=O)N suberoyl-diamine